C(C)OC(C(CC(=O)OCC)[Si](C)(C)C)=O trimethylsilylsuccinic acid diethyl ester